2-(3-cyanobenzyloxy)-4-(2-bromo-3-phenylbenzyloxy)-5-chlorobenzaldehyde C(#N)C=1C=C(COC2=C(C=O)C=C(C(=C2)OCC2=C(C(=CC=C2)C2=CC=CC=C2)Br)Cl)C=CC1